1,7-Bis(4-hydroxy-3-methoxyphenyl)-1,6-heptadiene-3,5-dione OC1=C(C=C(C=C1)C=CC(CC(C=CC1=CC(=C(C=C1)O)OC)=O)=O)OC